(1S,2S)-N-[7-methyl-6-[4-((R)-3-methyltetrahydrofuran-3-yl)piperazin-4-ium-1-yl]-3-isoquinolyl]-2-(2-pyridyl)cyclopropanecarboxamide CC1=C(C=C2C=C(N=CC2=C1)NC(=O)[C@@H]1[C@H](C1)C1=NC=CC=C1)N1CC[NH+](CC1)[C@]1(COCC1)C